lead iodid [Pb](I)I